COCC1(CCC(CC1)C=1C(=NN2C1CN(CC2)C(C(COC)C)=O)CN(CCNC)C)COC 1-(3-(4,4-bis(methoxy-methyl)cyclohexyl)-2-((methyl(2-(methylamino)-ethyl)amino)methyl)-6,7-dihydropyrazolo[1,5-a]-pyrazin-5(4H)-yl)-3-methoxy-2-methylpropan-1-one